N2,N2'-(4,6-dimethyl-1,3-phenylene)bis(N3-isopropylpyridine-2,3-diamine) CC1=C(C=C(C(=C1)C)NC1=NC=CC=C1NC(C)C)NC1=NC=CC=C1NC(C)C